ammonium cerous sulfate S(=O)(=O)([O-])[O-].[Ce+3].[NH4+].S(=O)(=O)([O-])[O-]